N-(4-(hydroxymethyl)tetrahydro-2H-pyran-4-yl)-2-methyl-5-((1-methyl-1H-imidazol-5-yl)methoxy)benzofuran-3-carboxamide OCC1(CCOCC1)NC(=O)C1=C(OC2=C1C=C(C=C2)OCC2=CN=CN2C)C